N-((1s,3s)-3-(6-((2-(1-((1-(2-(2,6-dioxopiperidin-3-yl)-1,3-dioxoisoindolin-5-yl)piperidin-4-yl)methyl)piperidin-4-yl)ethyl)amino)-9H-purin-9-yl)cyclobutyl)-2-phenylacetamide O=C1NC(CC[C@@H]1N1C(C2=CC=C(C=C2C1=O)N1CCC(CC1)CN1CCC(CC1)CCNC1=C2N=CN(C2=NC=N1)C1CC(C1)NC(CC1=CC=CC=C1)=O)=O)=O